hexahydropyrrolo[1,2-a]pyrazin-6(7H)-one C1C2N(CCN1)C(CC2)=O